tert-butyl 5-(2-(4-(morpholinomethyl) phenylamino) thieno[3,2-d]pyrimidin-7-yl)-1H-indole-1-carboxylate O1CCN(CC1)CC1=CC=C(C=C1)NC=1N=CC2=C(N1)C(=CS2)C=2C=C1C=CN(C1=CC2)C(=O)OC(C)(C)C